4-(2,5-Diazabicyclo[2.2.2]octan-2-yl)-7-(7,8-difluoro-3-hydroxynaphthalen-1-yl)-2-(((S)-1-(methyl-d3)pyrrolidin-2-yl)methoxy-d2)pyrimido[4,5-d]pyridazin-8(7H)-one C12N(CC(NC1)CC2)C2=NC(=NC=1C(N(N=CC12)C1=CC(=CC2=CC=C(C(=C12)F)F)O)=O)OC([2H])([2H])[C@H]1N(CCC1)C([2H])([2H])[2H]